1,5-dioxa-2,4-dioxoundecane O=C(O)CC(OCCCCCC)=O